2-(2,6-dioxopiperidin-3-yl)-5-fluoro-6-(4-((1-(4-((1R,2S)-6-hydroxy-2-phenyl-1,2,3,4-tetrahydronaphthalen-1-yl)phenyl)piperidin-4-yl)methyl)piperazin-1-yl)isoindoline-1,3-dione O=C1NC(CCC1N1C(C2=CC(=C(C=C2C1=O)F)N1CCN(CC1)CC1CCN(CC1)C1=CC=C(C=C1)[C@H]1[C@H](CCC2=CC(=CC=C12)O)C1=CC=CC=C1)=O)=O